((3-(6-chlorobenzothiazol-2-yl)-3-methylbut-2-yl)oxy)propan-1-ol tert-butyl-(2-(5-(4-fluorobutyl)-3,6-dimethoxypyridin-2-yl)ethyl)carbamate C(C)(C)(C)N(C(=O)OC(CC)OC(C)C(C)(C)C=1SC2=C(N1)C=CC(=C2)Cl)CCC2=NC(=C(C=C2OC)CCCCF)OC